ClC=1C=C(C=CC1N1N=C(N=C1)C)NC(=O)C=1C=NN(C1C(F)(F)F)C1=CN=CC2=CC=CC=C12 N-(3-chloro-4-(3-methyl-1H-1,2,4-triazol-1-yl)phenyl)-1-(isoquinolin-4-yl)-5-(trifluoromethyl)-1H-pyrazole-4-carboxamide